N-(4,4-difluorocyclohexyl)-5-fluoro-6-methyl-2-(4-methylthiazol-2-yl)pyrimidin-4-amine FC1(CCC(CC1)NC1=NC(=NC(=C1F)C)C=1SC=C(N1)C)F